C1(=CC=CC=C1)S(=O)(=O)OC(CC(C)O)C(CCCCCCCCCCCCC)O 2,5-dihydroxy-4-octadecyl benzenesulfonate